3-(4-((2-(2,3-dihydrobenzo[b][1,4]dioxin-6-yl)pyrrolidin-1-yl)methyl)-3-fluorophenyl)pyridine O1C2=C(OCC1)C=C(C=C2)C2N(CCC2)CC2=C(C=C(C=C2)C=2C=NC=CC2)F